BrC1=C(C=C2CN(C(C2=C1)=O)C1C(NC(CC1)=O)=O)CN1CCN(CC1)C1CCN(CC1)C1=CC=C(N=N1)C(=O)NC1CCC(CC1)OC1=CC(=C(C=C1)C#N)Cl 6-(4-(4-((6-bromo-2-(2,6-dioxopiperidin-3-yl)-1-oxoisoindolin-5-yl)methyl)piperazine-1-yl)piperidin-1-yl)-N-((1r,4r)-4-(3-chloro-4-cyanophenoxy)cyclohexyl)pyridazine-3-carboxamide